DL-lactate hemihydrate O.C(C(O)C)(=O)O.C(C(O)C)(=O)O